CC1=NOC(=C1)NC(/C=C/C(=O)OCC)=O (E)-ethyl 4-((3-methylisoxazol-5-yl)amino)-4-oxobut-2-enoate